N1=CC(=CC=C1)N(S(=O)(=O)CCl)S(=O)(=O)CCl N-(3-pyridyl)-N-(chloromethylsulfonyl)chloromethyl-sulfonamide